C(C)OC(=O)C=1C=NN(C1)CC1=CC=C(C=C1)C1=NOC(=N1)C(F)(F)F ethyl-1-[[4-[5-(trifluoromethyl)-1,2,4-oxadiazol-3-yl]phenyl]methyl]pyrazole-4-carboxylate